(4-(1-methyl-1H-pyrazol-5-yl)phenyl)boronic acid CN1N=CC=C1C1=CC=C(C=C1)B(O)O